4-Ethyl-1-(2-fluoro-4-[(2-fluoro-6-methylphenyl)carbamoyl]-5-{[(2S)-1,1,1-trifluoroprop-2-yl]oxy}phenyl)-5-oxo-4,5-dihydro-1H-1,2,4-triazole-3-carboxylic acid C(C)N1C(=NN(C1=O)C1=C(C=C(C(=C1)O[C@H](C(F)(F)F)C)C(NC1=C(C=CC=C1C)F)=O)F)C(=O)O